BrC1=CC(=C(C=C1)Cl)CF 4-bromo-1-chloro-2-(fluoromethyl)benzene